ClC1=CC=C2C(=C(NC2=C1O)C1=NC(=NN1)C(F)(F)F)C=1C=NNC1 6-chloro-3-(1H-pyrazol-4-yl)-2-(3-(trifluoromethyl)-1H-1,2,4-triazol-5-yl)-1H-indol-7-ol